CC1=CC[C@@H]2[C@@H](C1)[C@@H](CC=C2C)C(C)C (+)-beta-cadinene